adipic acid bis(octadecyl) ester C(CCCCCCCCCCCCCCCCC)OC(CCCCC(=O)OCCCCCCCCCCCCCCCCCC)=O